manganese sulfur [S].[Mn]